ClC1=C(C(=CC=C1Cl)F)C1(CN(CC1)C(C=C)=O)NC=1C=CC2=C(N(N=C2C1)CC(=O)O)C(F)(F)F (6-{[3-(2,3-dichloro-6-fluorophenyl)-1-(prop-2-enoyl)pyrrolidin-3-yl]amino}-3-(trifluoromethyl)indazol-2-yl)acetic acid